NC=1C(=C(C=C2C=C(N=CC12)NC(OC1C(CN(CC1)C1COC1)F)=O)C1=C(C2=C(OCCN2)N=C1)C)F 3-Fluoro-1-(oxetan-3-yl)piperidin-4-yl (8-amino-7-fluoro-6-(8-methyl-2,3-dihydro-1H-pyrido[2,3-b][1,4]oxazin-7-yl)isoquinolin-3-yl)carbamate